BrC=1C(=C2C3(C(N(C(C2=CC1)=O)CC(=O)NC1=NC=C(C=N1)Cl)=O)CC3)F 2-(6'-bromo-5'-fluoro-1',3'-dioxo-spiro[cyclopropane-1,4'-isoquinoline]-2'-yl)-N-(5-chloropyrimidin-2-yl)acetamide